Cl.Cl.N(=NC(C)(C)C(NC1=CC=C(C=C1)O)=N)C(C)(C)C(NC1=CC=C(C=C1)O)=N 2,2'-azobis{2-[N-(4-hydroxyphenyl)amidino]propane} dihydrochloride